C1(CC1)/C=C/C=1C(C(=C(N(C1C)C)C)C(=O)NC1=CC(=C(C=C1)OC1=CC=NC2=CC(=C(N=C12)OC)OC)F)=O 5-[(E)-2-Cyclopropylethenyl]-N-[4-[(6,7-dimethoxy-1,5-naphthyridin-4-yl)oxy]-3-fluorophenyl]-1,2,6-trimethyl-4-oxopyridine-3-carboxamide